O1C=C(C=C1)/C=C(/C(=O)OC)\C methyl (E)-3-(furan-3-yl)-2-methylacrylate